FC(C1=CC=C(C=C1)CC(=O)N1CCC2(NC(NC3=CC=CC=C23)=O)CC1)(F)F 1-(2-(4-(trifluoromethyl)phenyl)acetyl)-1'H-spiro[piperidine-4,4'-quinazoline]-2'(3'H)-one